5-[4-[2-ethyl-6-hydroxybenzoylamino]phenyl]-1H-naphtho[1,2-b][1,4]diazepine-2,4(3H,5h)-dione C(C)C1=C(C(=O)NC2=CC=C(C=C2)N2C3=C(NC(CC2=O)=O)C2=CC=CC=C2C=C3)C(=CC=C1)O